O\N=C\C1CCN(CC1)C(=O)OC(C)(C)C tert-butyl (E)-4-((hydroxyimino)methyl)piperidine-1-carboxylate